(S)-1-ethyl-6-((4-((2-hydroxy-1-phenylethyl)amino)-5-(5-(pyridin-3-yl)-1,3,4-oxadiazol-2-yl)pyridin-2-yl)amino)-1,2-dihydro-3H-pyrazolo[3,4-b]pyridin-3-one C(C)N1NC(C=2C1=NC(=CC2)NC2=NC=C(C(=C2)N[C@H](CO)C2=CC=CC=C2)C=2OC(=NN2)C=2C=NC=CC2)=O